Cl.COC1=CC=C(OC2CNCC2)C=C1 3-(4-methoxyphenoxy)pyrrolidine hydrochloride